Methyl-L-alaninate CN[C@@H](C)C(=O)[O-]